4'-[spiro(xanthene-9,9'-fluorene)-3,6-diylbis(oxycarbonyl)]dianiline C1=CC=CC=2C3=CC=CC=C3C3(C12)C1=CC=C(C=C1OC=1C=C(C=CC13)OC(=O)NC1=CC=CC=C1)OC(=O)NC1=CC=CC=C1